eicosanoic acid 3-octyltridecyl ester C(CCCCCCC)C(CCOC(CCCCCCCCCCCCCCCCCCC)=O)CCCCCCCCCC